3-(spiro[2.2]pentan-1-yl)-4-(trifluoromethyl)-1H-pyrazole C1(CC12CC2)C2=NNC=C2C(F)(F)F